6-bromo-1-[6-[3-(difluoromethoxy)-5-methyl-pyrazol-1-yl]-5-(difluoromethyl)-2-pyridyl]-5-(oxetan-3-yloxy)benzimidazole BrC=1C(=CC2=C(N(C=N2)C2=NC(=C(C=C2)C(F)F)N2N=C(C=C2C)OC(F)F)C1)OC1COC1